(3R,5S)-3-(Benzo[d]thiazol-5-yl)-5-methylmorpholine S1C=NC2=C1C=CC(=C2)[C@H]2N[C@H](COC2)C